((1S,4S,6R)-6-((3-fluoro-5-(trifluoromethyl)pyridin-2-yl)amino)-2-azabicyclo[2.2.1]heptan-2-yl)(6-methyl-3-(2H-1,2,3-triazol-2-yl)pyridin-2-yl)methanone FC=1C(=NC=C(C1)C(F)(F)F)N[C@@H]1C[C@@H]2CN([C@H]1C2)C(=O)C2=NC(=CC=C2N2N=CC=N2)C